N-(4-(sec-butyl)phenyl)-4-((5-carbamoyl-1-methyl-1H-pyrrol-3-yl)sulfonyl)piperazine-1-carboxamide C(C)(CC)C1=CC=C(C=C1)NC(=O)N1CCN(CC1)S(=O)(=O)C1=CN(C(=C1)C(N)=O)C